ClC1=C(CN(CC1)C(=O)OCC1=CC=CC=C1)C=CC(=O)OCC benzyl 4-chloro-3-(3-ethoxy-3-oxoprop-1-en-1-yl)-5,6-dihydropyridine-1(2H)-carboxylate